((2R,3S,4S,5R,6S)-6-(((2S,3S,4R)-2-amino-3,4-bis(benzyloxy)octadecyl)oxy)-3,4,5-tris(benzyloxy)tetrahydro-2H-pyran-2-yl)methyl 3-phenylpropanoate C1(=CC=CC=C1)CCC(=O)OC[C@H]1O[C@@H]([C@@H]([C@H]([C@H]1OCC1=CC=CC=C1)OCC1=CC=CC=C1)OCC1=CC=CC=C1)OC[C@@H]([C@@H]([C@@H](CCCCCCCCCCCCCC)OCC1=CC=CC=C1)OCC1=CC=CC=C1)N